C1(CC1)[C@H](C1=NC=2N(C=C1)C=C(N2)[C@@H](NC(=O)C2=NON=C2C)C2CCC(CC2)(F)F)NC(C[C@@H](C(F)F)C)=O N-((S)-(7-((R)-Cyclopropyl((S)-4,4-difluoro-3-methylbutanamido)methyl)imidazo[1,2-a]pyrimidin-2-yl)(4,4-difluorocyclohexyl)methyl)-4-methyl-1,2,5-oxadiazole-3-carboxamide